1-(4-bromobenzyl)-1,2,3,4-tetrahydroquinoline BrC1=CC=C(CN2CCCC3=CC=CC=C23)C=C1